(2,6-Dichloropyridin-4-yl)methyl N-(2-chloroacetyl)-O-propyl-L-homoserinate ClCC(=O)N[C@@H](CCOCCC)C(=O)OCC1=CC(=NC(=C1)Cl)Cl